FC1=C(C=C(C=C1)NC(=O)C=1N(C(=C2C(NC(COC21)C)=O)C)C)C N-(4-fluoro-3-methylphenyl)-3,6,7-trimethyl-5-oxo-3,4,5,7-tetrahydro-2H-pyrrolo[3,4-f][1,4]oxazepine-8-carboxamide